Tert-butyl {(1S)-1-cyano-2-[(3S)-2-oxopyrrolidin-3-yl]ethyl}carbamate C(#N)[C@H](C[C@H]1C(NCC1)=O)NC(OC(C)(C)C)=O